BrCC1=CC(=C(C=C1)OC)[N+](=O)[O-] 4-(Bromomethyl)-1-methoxy-2-nitrobenzene